FC=1C=C(C(=NC1C1=C(C=CC=C1OC)F)NC=1C(=NC=CC1C)C(C)C)NC1C[C@@H](N(CC1)C(=O)OC(C)(C)C)C tert-butyl (2S)-4-((5-fluoro-6-(2-fluoro-6-methoxy phenyl)-2-((2-isopropyl-4-methylpyridin-3-yl)amino)pyridin-3-yl)amino)-2-methylpiperidine-1-carboxylate